2,6-dibromo-3-((2-methylallyl)oxy)pyridine BrC1=NC(=CC=C1OCC(=C)C)Br